BrC=1C=C(C(=C(C1)F)CBr)[N+](=O)[O-] 5-bromo-2-(bromomethyl)-1-fluoro-3-nitrobenzene